pyridine-3-sulfonamide 2,2,2-trifluoroacetate FC(C(=O)O)(F)F.N1=CC(=CC=C1)S(=O)(=O)N